trans-4-[(2-amino-3,5-dibromobenzylidene)amino]cyclohexanethiol NC1=C(C=N[C@@H]2CC[C@H](CC2)S)C=C(C=C1Br)Br